1-(5-Chloro-2-(spiro[3.3]heptan-2-yl)phenoxy)-N-((6-(dimethylamino)pyridin-2-yl)sulfonyl)cyclopropane-1-carboxamide ClC=1C=CC(=C(OC2(CC2)C(=O)NS(=O)(=O)C2=NC(=CC=C2)N(C)C)C1)C1CC2(C1)CCC2